2-pyrrolidin-1-yl-ethanesulfonic acid {4-[6-amino-5-(2-chloro-3,6-difluoro-benzyloxy)-pyridin-3-yl]-phenyl}-amide NC1=C(C=C(C=N1)C1=CC=C(C=C1)NS(=O)(=O)CCN1CCCC1)OCC1=C(C(=CC=C1F)F)Cl